3-fluoro-2-(6-fluoro-2-((1-methylazetidin-2-yl)methoxy)-4-((R)-2-methylpiperazin-1-yl)pyrido[2,3-d]pyrimidin-7-yl)phenol FC=1C(=C(C=CC1)O)C=1C(=CC2=C(N=C(N=C2N2[C@@H](CNCC2)C)OCC2N(CC2)C)N1)F